(3aS,5S,6aR)-5-(2,4-difluorophenoxy)-2-(2-(5-((4-methoxybenzyl)oxy)pyridin-2-yl)ethyl)hexahydrocyclopenta[c]pyrrol-3a(1H)-ol FC1=C(O[C@@H]2C[C@@]3([C@@H](CN(C3)CCC3=NC=C(C=C3)OCC3=CC=C(C=C3)OC)C2)O)C=CC(=C1)F